2-(4-(2',3',4',5'-Tetrahydro-[1,1'-biphenyl]-4-yl)-1H-benzo[d]imidazol-2-yl)ethanamine C1(=CC=C(C=C1)C1=CC=CC=2NC(=NC21)CCN)C=2CCCCC2